N-(4-(cyclopropylmeth-oxy)quinolin-8-yl)-3-meth-ylpyridine-2-sulfonamide C1(CC1)COC1=CC=NC2=C(C=CC=C12)NS(=O)(=O)C1=NC=CC=C1C